Benzyl (S)-3-(((benzyloxy)carbonyl)amino)-4-methyleneazepane-1-carboxylate C(C1=CC=CC=C1)OC(=O)N[C@@H]1CN(CCCC1=C)C(=O)OCC1=CC=CC=C1